(10-(2,6-Dimethoxyphenyl)-7-(dimethylamino)-5-(3-iodopropyl)-5-methyldibenzo[b,e]silin-3(5H)-ylidene)-N-methylmethanaminium COC1=C(C(=CC=C1)OC)C1=C2C([Si](C3=C1C=CC(=C3)N(C)C)(C)CCCI)=CC(C=C2)=C[NH2+]C